{2-[6-(4-chlorophenoxy)pyridinyl]pyridinyl}N-[1-benzyl-1,3-dimethylbutyl]-8-fluoroquinoline-3-carboxamide ClC1=CC=C(OC2=CC=CC(=N2)C2=NC=CC=C2C2=NC3=C(C=CC=C3C=C2C(=O)NC(CC(C)C)(C)CC2=CC=CC=C2)F)C=C1